O=C1N(CCC(N1)=O)C1=CN=C2N1C=CC(=C2)C(C=O)CC [3-(2,4-dioxohexahydropyrimidin-1-yl)imidazo[1,2-a]Pyridin-7-yl]Butyraldehyde